(Z)-2-(benzo[d]thiazol-6-yl-(methyl)amino)-5-(quinolin-6-ylmethylene)-3,5-dihydro-4H-imidazol-4-one S1C=NC2=C1C=C(C=C2)N(C2=N\C(\C(N2)=O)=C/C=2C=C1C=CC=NC1=CC2)C